C1(CC1)C1=C(C=NC2=CC=CN=C12)NC1=CC=C(C=C1)[C@@H](C(F)(F)F)N(C(=O)C1CCC(CC1)CNC(OC(C)(C)C)=O)C tert-butyl (S)-((4-((1-(4-((4-cyclopropyl-1,5-naphthyridin-3-yl)amino)phenyl)-2,2,2-trifluoroethyl)(methyl)carbamoyl)cyclohexyl)methyl)carbamate